CO[C@]1(COCC1)C1=CC(=CC(=N1)NC1=CC(=NC=C1NC)NC(C)=O)C (S)-N-(4-((6-(3-Methoxytetrahydrofuran-3-yl)-4-methylpyridin-2-yl)amino)-5-(methylamino)pyridin-2-yl)acetamide